ClC1=CC=C(C=C1)C1=C(N(C=N1)C(C)C)C=1NC=C(N1)C(=O)NC1=CC=C(C=C1)N1CCN(CC1)CCO 5'-(4-chlorophenyl)-N-(4-(4-(2-hydroxyethyl)piperazin-1-yl)phenyl)-3'-isopropyl-1H,3'H-[2,4'-biimidazole]-4-carboxamide